COC(=O)C=1N=NC2=CC(=CN(C21)OC)Br 6-bromo-4-methoxypyrazolopyridine-3-carboxylic acid methyl ester